IC1=NN(C=2C1=NC(=C(C2)OC)C2(CCC1=CC=CC=C21)C#N)COCC[Si](C)(C)C (3-iodo-6-methoxy-1-((2-(trimethylsilyl)ethoxy)methyl)-1H-pyrazolo[4,3-b]pyridin-5-yl)-2,3-dihydro-1H-indene-1-carbonitrile